tert-Butyl N-[1,3-bis(2-azidoethoxy)-2-[(2-azidoethoxy)methyl]propan-2-yl]carbamate N(=[N+]=[N-])CCOCC(COCCN=[N+]=[N-])(COCCN=[N+]=[N-])NC(OC(C)(C)C)=O